tri(hydroxymethylpropane) tri(acrylate) C(C=C)(=O)O.C(C=C)(=O)O.C(C=C)(=O)O.OCCCC.OCCCC.OCCCC